N1C=CC=2C1=NC=C(C2)CNC(=O)C2CCN(CC2)C(=O)C2=NNC(=C2)C2=CC(=NC=C2Cl)OC N-((1H-pyrrolo[2,3-b]pyridin-5-yl)methyl)-1-(5-(5-chloro-2-methoxypyridin-4-yl)-1H-pyrazole-3-carbonyl)piperidine-4-carboxamide